7-(2-(3-(2-Chloro-6-fluorophenyl)-5-cyclopropylisoxazol-4-yl)-7-azaspiro[3.5]non-1-en-7-yl)cinnolin ClC1=C(C(=CC=C1)F)C1=NOC(=C1C1=CC2(C1)CCN(CC2)C2=CC=C1C=CN=NC1=C2)C2CC2